2-(benzyloxy)-9-(1-butoxyvinyl)-3,7-dimethyl-4H-pyrido[1,2-a]pyrimidin-4-one C(C1=CC=CC=C1)OC=1N=C2N(C(C1C)=O)C=C(C=C2C(=C)OCCCC)C